3-methyl-2-(methyl(p-tolyl)amino)butanamide CC(C(C(=O)N)N(C1=CC=C(C=C1)C)C)C